COC([C@@H](N(C)C(C=C)=O)C(C)C)=O N-acryloyl-N-methylvaline methyl ester